(Phenyl)(cyclohexyl)methylene(cyclopentadienyl)(2,7-di-tert-butylfluoren-9-yl)zirconium C1(=CC=CC=C1)C(=[Zr](C1C2=CC(=CC=C2C=2C=CC(=CC12)C(C)(C)C)C(C)(C)C)C1C=CC=C1)C1CCCCC1